benzo[d]oxazol-5-ylmethanol O1C=NC2=C1C=CC(=C2)CO